tert-butyl (2-(4-((2-((1-(benzyloxy)hexan-3-yl)oxy)-4-(bis(2,4-dimethoxybenzyl)amino)imidazo[2,1-f][1,2,4]triazin-7-yl)(hydroxy)methyl)-3-fluorophenoxy)ethyl)(methyl)carbamate C(C1=CC=CC=C1)OCCC(CCC)OC1=NN2C(C(=N1)N(CC1=C(C=C(C=C1)OC)OC)CC1=C(C=C(C=C1)OC)OC)=NC=C2C(C2=C(C=C(OCCN(C(OC(C)(C)C)=O)C)C=C2)F)O